[5-(2-bromophenyl)tetrazol-2-yl]sodium BrC1=C(C=CC=C1)C=1N=NN(N1)[Na]